1-(3-chloro-5-{[4-(4-chlorothien-2-yl)-5-(4-cyclohexylpiperazin-1-yl)-1,3-thiazol-2-yl]carbamoyl}pyridin-2-yl)piperidine-4-carboxylic acid maleate C(\C=C/C(=O)O)(=O)O.ClC=1C(=NC=C(C1)C(NC=1SC(=C(N1)C=1SC=C(C1)Cl)N1CCN(CC1)C1CCCCC1)=O)N1CCC(CC1)C(=O)O